tert-butyl (2R,5S)-5-(2-hydroxyethyl)-2-methyl-piperazine-1-carboxylate OCC[C@@H]1NC[C@H](N(C1)C(=O)OC(C)(C)C)C